((R)-1-((R)-3-methoxy-2-(pyrazine-2-carboxamido)propanamido)-3-methylbutyl)boronic acid COC[C@H](C(=O)N[C@@H](CC(C)C)B(O)O)NC(=O)C1=NC=CN=C1